FC(C=1C=C(C=CC1)C1CN(C1)CC1=CC(=NC=C1)C=1C=C2CN(C(C2=CC1)=O)C1C(NC(CC1)=O)=O)F 3-(5-(4-((3-(3-(difluoromethyl)phenyl)azetidin-1-yl)methyl)pyridin-2-yl)-1-oxoisoindolin-2-yl)piperidine-2,6-dione